7-bromo-6-chloro-5,8-difluoroquinazolin-4(3H)-one BrC1=C(C(=C2C(NC=NC2=C1F)=O)F)Cl